1-(4-chlorophenyl)-6-methoxy-2-methyl-4-phenyl-1,4,5,6-tetrahydro-3-pyridinecarboxylic acid ethyl ester C(C)OC(=O)C1=C(N(C(CC1C1=CC=CC=C1)OC)C1=CC=C(C=C1)Cl)C